[Cl-].CO[SiH](CCC[NH3+])OC [3-(dimethoxysilyl)propyl]ammonium chloride